[3-[(1R)-1-aminoethyl]-5-methoxy-phenyl]thiophene-2-carboxylic acid benzyl ester hydrochloride Cl.C(C1=CC=CC=C1)OC(=O)C=1SC=CC1C1=CC(=CC(=C1)OC)[C@@H](C)N